(Z)-2-[4-(1,2-diphenylbut-1-enyl)phenoxy]-N,N-dimethylPhenylethylamine C1(=CC=CC=C1)/C(=C(\CC)/C1=CC=CC=C1)/C1=CC=C(OC2=C(C=CC=C2)CCN(C)C)C=C1